5-(1H-indole-2-carbonyl)-N-[(2R)-1,1,1-trifluoropropan-2-yl]-4H,5H,6H,7H-[1,2]oxazolo[4,5-c]pyridine-3-carboxamide N1C(=CC2=CC=CC=C12)C(=O)N1CC2=C(CC1)ON=C2C(=O)N[C@@H](C(F)(F)F)C